tert-butyl 4-[4-(4-chloro-2-fluoro-phenyl)-6,7-dimethyl-pteridin-2-yl]-2-(1-cyclopropylpyrazol-4-yl)piperazine-1-carboxylate ClC1=CC(=C(C=C1)C1=NC(=NC2=NC(=C(N=C12)C)C)N1CC(N(CC1)C(=O)OC(C)(C)C)C=1C=NN(C1)C1CC1)F